CC(C=O)CCC 2-methyl-1-pentanal